4,4-didodecylmorpholinium C(CCCCCCCCCCC)[N+]1(CCOCC1)CCCCCCCCCCCC